FC1=C(C=C(C(=C1O)O)OC)C1=NC2=C(N1C1(COC1)C)C=C(C=C2)C(=O)NC2CN(CC2)C 2-(2-fluoro-3,4-dihydroxy-5-methoxyphenyl)-1-(3-methyloxetan-3-yl)-N-(1-methylpyrrolidin-3-yl)-1H-benzo[d]imidazole-6-carboxamide